ethyl nonafluoro-butyl ether FC(C(C(F)(F)OCC)(F)F)(C(F)(F)F)F